BrC=1C=C(C=CC1)[C@@H](C)NC1=NC(=NC2=CC(=C(C=C12)OC)OCCCCCCC(=O)N1CCC(CC1)C1=C2CN(C(C2=CC(=C1)F)=O)C1C(NC(CC1)=O)=O)C 3-(4-(1-(7-((4-(((R)-1-(3-Bromophenyl)ethyl)amino)-6-methoxy-2-methyl-quinazolin-7-yl)oxy)heptanoyl)piperidin-4-yl)-6-fluoro-1-oxoisoindolin-2-yl)piperidine-2,6-dione